tert-butyl 4-(6-{3-oxo-2-(prop-2-enyl)-6-[3-(pyrazol-1-yl)phenylamino]-1,2-dihydro-3H-1,2,5,7-tetraazainden-1-yl}pyrid-2-yloxy)piperidine-1-carboxylate O=C1N(N(C2=NC(=NC=C12)NC1=CC(=CC=C1)N1N=CC=C1)C1=CC=CC(=N1)OC1CCN(CC1)C(=O)OC(C)(C)C)CC=C